OC1=C2C(=NC=C1)CN(C2)C2=C(C(N(N=C2)COCC[Si](C)(C)C)=O)C(F)(F)F 5-[4-hydroxy-5H,6H,7H-pyrrolo[3,4-b]pyridin-6-yl]-4-(trifluoromethyl)-2-[[2-(trimethylsilyl)ethoxy]methyl]-2,3-dihydropyridazin-3-one